C(C)N1OC(C2C1C(CC(C2)C)C)(C)C 1-ethyl-3,3,5,7-tetramethyloctahydrobenzo[c]isoxazole